2-(2,6-dioxopiperidin-3-yl)-4-((2-fluoro-4-(hydroxymethyl)benzyl)amino)isoindoline-1,3-dione O=C1NC(CCC1N1C(C2=CC=CC(=C2C1=O)NCC1=C(C=C(C=C1)CO)F)=O)=O